C(C)OC(COCC1CCC(CC1)C(=O)N1CCC(CC1)C1=CC2=NC(=C3C(=C2S1)N(C(=N3)CCCC)CC3CCOCC3)N)=O Ethyl({[4-({4-[4-amino-2-butyl-1-(3,4,5,6-tetrahydro-2H-pyran-4-ylmethyl)thieno[3,2-b]imidazo[4,5-d]pyridin-7-yl]hexahydropyridin-1-yl}carbonyl)cyclohexyl]methyl}oxy)acetate